1-(3-amino-5-cyclopropylpyridin-2-yl)-4-methylpiperidin-4-ol NC=1C(=NC=C(C1)C1CC1)N1CCC(CC1)(O)C